(6-Chloropyridazin-3-yl)-2-((tetrahydro-2H-pyran-4-yl)methyl)octahydrocyclopenta[c]pyrrol-5-amine ClC1=CC=C(N=N1)C1N(CC2C1CC(C2)N)CC2CCOCC2